BrC1=C2C=CC(OC2=CC=C1)=O 5-bromo-2H-chromen-2-one